5-chloro-6-fluoro-2-hydroxybenzoic acid ethyl ester C(C)OC(C1=C(C=CC(=C1F)Cl)O)=O